methyl-4-amino-5-bromo-2-methoxybenzoic acid CC=1C(=C(C(=O)O)C=C(C1N)Br)OC